C(C=C)N1CCC(CC1)(CCC1=CC=CC=C1)COCC 1-allyl-4-(ethoxymethyl)-4-phenethyl-piperidine